C(C1=CC=CC=C1)C1CC(=NO1)CNC(C1=CC(=CC=C1)C1=NC=CC=C1)=O 5-benzyl-3-((3-(pyridin-2-yl)benzamido)methyl)-4,5-dihydroisoxazole